2,6-dihydroxy-5'-methyl-4-pentyl-N-(pyrimidin-5-ylmethyl)-1',2',3',4'-tetrahydro-[1,1'-biphenyl]-3-carboxamide OC1=C(C(=CC(=C1C(=O)NCC=1C=NC=NC1)CCCCC)O)C1CCCC(=C1)C